7-(5-chloro-2-methyl-4-nitrophenyl)-2,7-diazaspiro[3.5]nonane-2-carboxylic acid tert-butyl ester C(C)(C)(C)OC(=O)N1CC2(C1)CCN(CC2)C2=C(C=C(C(=C2)Cl)[N+](=O)[O-])C